C(C)(=O)OCCC#C but-3-yn-1-yl acetate